Br.BrCCCN 3-bromo-propylamine hydrobromide